2,2-dimethyl-7-(benzenesulfonyl)-1,2,3,7-tetrahydropyrrolo[3',2':5,6]Pyrido[3,4-b][1,4]Oxazine CC1(NC2=C(OC1)C=NC1=C2C=CN1S(=O)(=O)C1=CC=CC=C1)C